P(O)(N)OC[C@@H]1[C@H]([C@H]([C@@H](O1)N1C=CC=2C(=O)NC(N)=NC12)O)O 7-deazaguanosine phosphoramidite